3-bromo-N-[5-[3-(3,3-dimethylcyclopentoxy)phenyl]-4-(2,6-dimethylphenyl)thiazol-2-yl]benzenesulfonamide BrC=1C=C(C=CC1)S(=O)(=O)NC=1SC(=C(N1)C1=C(C=CC=C1C)C)C1=CC(=CC=C1)OC1CC(CC1)(C)C